CC=1C=NC=CC1B1OC(C(O1)(C)C)(C)C 3-methyl-4-(4,4,5,5-tetramethyl-1,3,2-dioxaborolan-2-yl)pyridine